Cl.N(=[N+]=[N-])CCCCCCCCCCCOC1=CC=C(C=C1)C[C@@H](COCC)N1C=NC=2C(=NC=3C=CC=CC3C21)N (S)-1-(1-(4-((11-azidoundecyl)oxy)phenyl)-3-ethoxypropan-2-yl)-1H-imidazo[4,5-c]quinolin-4-amine hydrochloride